tert-butyl N-{4-fluoro-3-[(2-{[1-(2-hydroxy-2-methylpropyl)-1H-pyrazol-4-yl]amino}-5-[4-(trifluoromethyl)phenyl]pyrimidin-4-yl)amino]phenyl}carbamate FC1=C(C=C(C=C1)NC(OC(C)(C)C)=O)NC1=NC(=NC=C1C1=CC=C(C=C1)C(F)(F)F)NC=1C=NN(C1)CC(C)(C)O